N(=[N+]=[N-])C1CC2=CC3=C(OC=C3)C=C2C1 6-azido-6,7-dihydro-5H-indeno[5,6-b]furan